tert-butyl (5-((4-chlorophenyl)ethynyl)-1,3,4-thiadiazol-2-yl)carbamate ClC1=CC=C(C=C1)C#CC1=NN=C(S1)NC(OC(C)(C)C)=O